CC1=C(C=C(C=C1)C)S 2,5-dimethylbenzenethiol